ClC1=CN=CC2=CC=C(C=C12)C=1C=C(C(=NC1)OC)NS(=O)(=O)C1=C(C=C(C=C1)F)F N-(5-(4-chloroisoquinolin-6-yl)-2-methoxypyridin-3-yl)-2,4-difluorobenzenesulfonamide